(4-(4-((3-(2,3-difluoro-4-methoxyphenyl)imidazo[1,2-a]pyrazin-8-yl)amino)-2,5-difluorobenzoyl)piperazin-1-yl)((2S,4R)-4-hydroxypyrrolidin-2-yl)methanone FC1=C(C=CC(=C1F)OC)C1=CN=C2N1C=CN=C2NC2=CC(=C(C(=O)N1CCN(CC1)C(=O)[C@H]1NC[C@@H](C1)O)C=C2F)F